4-[(2,6-difluorophenyl)methyl]-2-(5-fluoro-6-hydroxy-3-pyridinyl)-1,2,4-triazol-3-one FC1=C(C(=CC=C1)F)CN1C(N(N=C1)C=1C=NC(=C(C1)F)O)=O